NCC1=CC(=C(C=C1)COC1=CC=C(C=C1)NC(=O)NCC=1C=C2CN(C(C2=CC1)=O)C1C(NC(CC1)=O)=O)F 1-(4-{[4-(aminomethyl)-2-fluorophenyl]methoxy}phenyl)-3-{[2-(2,6-dioxopiperidin-3-yl)-1-oxo-2,3-dihydro-1H-isoindol-5-yl]methyl}urea